(S)- and (R)-3-(2-((4-cyanophenethyl)amino)-2-phenylacetyl)-N-(2-(2-oxopyrrolidin-1-yl)ethyl)-1H-indole-6-carboxamide C(#N)C1=CC=C(CCN[C@H](C(=O)C2=CNC3=CC(=CC=C23)C(=O)NCCN2C(CCC2)=O)C2=CC=CC=C2)C=C1 |r|